(S)-3-benzyl-butyrolactone C(C1=CC=CC=C1)[C@H]1CC(=O)OC1